3-cyanopiperidine-1-carboxylic acid benzyl ester C(C1=CC=CC=C1)OC(=O)N1CC(CCC1)C#N